BrC=1C=CC(=C(O[C@@]2(C[C@H](N(C2)C(=O)OC(C)(C)C)C(=O)OC)C(=O)OC)C1)NC(=O)OC(C)(C)C 1-(t-butyl) 2,4-dimethyl (2S,4R)-4-(5-bromo-2-((t-butoxycarbonyl)amino)phenoxy)pyrrolidine-1,2,4-tricarboxylate